NC1=NC=2C=C(C=CC2C2=C1COC2)CN(C(=O)C=2C=NC(=NC2)C(F)(F)F)C2=CC=CC=1C(CCS(C12)(=O)=O)(F)F N-({4-amino-1H,3H-furo[3,4-c]quinolin-7-yl}methyl)-N-(4,4-difluoro-1,1-dioxo-3,4-dihydro-2H-1λ6-benzothiopyran-8-yl)-2-(trifluoromethyl)pyrimidine-5-carboxamide